N(=[N+]=[N-])CC(=O)NCCCCCNC(C=C)=O N-(5-azidoacetamidopentyl)acrylamide